COC=1C=C(C=C(C1)OC)B1OC(C(O1)(C)C)(C)C 2-(3,5-dimethoxyphenyl)-4,4,5,5-tetramethyl-1,3,2-dioxaborolane